ferrocenyl-3-phenyl-4-amino-5-mercapto-1,2,4-triazole [C-]1(C=CC=C1)N1N=C(N(C1S)N)C1=CC=CC=C1.[CH-]1C=CC=C1.[Fe+2]